FC1CNCCC1(O)C 3-fluoro-4-methyl-piperidin-4-ol